4-(4-(3-(2-Chloro-6-fluorophenyl)-4-(pyrimidin-2-yl)isoxazol-5-yl)-5-(trifluoromethyl)-1H-pyrazol-1-yl)-2-methylbutan-4,4-d2-2-ol ClC1=C(C(=CC=C1)F)C1=NOC(=C1C1=NC=CC=N1)C=1C=NN(C1C(F)(F)F)C(CC(C)(O)C)([2H])[2H]